1-((R)-1-(4-methoxyphenyl)ethyl)-1H-tetrazol COC1=CC=C(C=C1)[C@@H](C)N1N=NN=C1